Cl.CN(C)C N,N-dimethylMethyl-amine hydrochloride